chloro(tertbutyl)(methyl)phosphine ClP(C)C(C)(C)C